FC(C(=O)O)(F)F.C(N)(=O)C1=CC2=C(N(C=N2)CC2=CC=C(C=C2)B(O)O)C=C1 4-((5-carbamoyl-1,3-benzodiazol-1-yl)methyl)phenylboronic acid trifluoroacetic acid salt